CC1=C(C=C(C=C1)C1=CC(=NO1)C)S(=O)(=O)Cl 2-methyl-5-(3-methyl-1,2-oxazol-5-yl)benzene-1-sulfonyl chloride